2-(2,6-dioxopiperidin-3-yl)-5-((6-(4-((1r,3r)-3-((5-(5-methyl-5H-pyrido[4,3-b]indol-7-yl)pyridin-2-yl)oxy)cyclobutoxy)piperidin-1-yl)hex-2-yn-1-yl)oxy)isoindoline-1,3-dione O=C1NC(CCC1N1C(C2=CC=C(C=C2C1=O)OCC#CCCCN1CCC(CC1)OC1CC(C1)OC1=NC=C(C=C1)C=1C=CC=2C3=C(N(C2C1)C)C=CN=C3)=O)=O